N-(2,4-difluoro-3-(7-fluoro-3-(1H-imidazol-2-yl)-1H-indazol-6-yl)phenyl)-2-(hydroxyl-methyl)pyridine-3-sulfonamide FC1=C(C=CC(=C1C1=CC=C2C(=NNC2=C1F)C=1NC=CN1)F)NS(=O)(=O)C=1C(=NC=CC1)CO